ClC1=C(C=CC=C1NC(=O)C=1N(C2=C(CN(CC2)C)N1)C)C1=C(C(=CC=C1)C=1OC2=C(N1)C=C(C=C2C#N)CN2C[C@H](CC2)C(=O)O)C (S)-1-((2-(2'-chloro-3'-(1,5-dimethyl-4,5,6,7-tetrahydro-1H-imidazo[4,5-c]pyridine-2-carboxamido)-2-methylbiphenyl-3-yl)-7-cyanobenzo[d]oxazol-5-yl)methyl)pyrrolidine-3-carboxylic acid